N-[5-[2-Chloro-6-(1-hydroxy-1-methyl-ethyl)-4-pyridyl]-4-(3-cyanophenyl)thiazol-2-yl]-2-oxa-6-azaspiro[3.3]heptane-6-carboxamide ClC1=NC(=CC(=C1)C1=C(N=C(S1)NC(=O)N1CC2(COC2)C1)C1=CC(=CC=C1)C#N)C(C)(C)O